COP(=O)(OC)OC tri-Methylphosphat